3,5-dimethyl-1-pyrazoleformamidine ammonium nitrate [N+](=O)([O-])[O-].[NH4+].CC1=NN(C(=C1)C)C(=N)N